ClC1=CC(=C(C=C1)C1=NC(=CC=2N=C(N(C(C21)=O)C)C)N2C[C@@H](OCC2)C=2C=NN(C2)C(F)F)F (S)-5-(4-chloro-2-fluorophenyl)-7-(2-(1-(difluoromethyl)-1H-pyrazol-4-yl)morpholino)-2,3-dimethylpyrido[4,3-d]pyrimidin-4(3H)-one